C(C1=CC=CC=C1)O[C@@H]1[C@@H](N(C[C@@H]([C@H]1OCC1=CC=CC=C1)OCC1=CC=CC=C1)C[C@@H]1CN(CC1)C(=O)OC(C)(C)C)COCC1=CC=CC=C1 (R)-tert-butyl 3-(((2S,3R,4R,5S)-3,4,5-tris(benzyloxy)-2-((benzyloxy)methyl)piperidin-1-yl)methyl)pyrrolidine-1-carboxylate